N2-methyl-6-thio-guanosine CNC=1NC(C=2N=CN([C@H]3[C@H](O)[C@H](O)[C@@H](CO)O3)C2N1)=S